CC(C([2H])([2H])C1=CC(=NC(=C1)[2H])C1=CC=CC=2C3=C(OC21)C=C2C=CC=CC2=C3)(C)C 4-(2,2-Dimethylpropyl-1,1-d2)-2-(naphtho[2,3-b]benzofuran-4-yl)pyridin-6-d